N-(3-cyano-4-methyl-1H-indol-7-yl)-1-(4,4-difluorocyclohexyl)pyrazole-4-sulfonamide C(#N)C1=CNC2=C(C=CC(=C12)C)NS(=O)(=O)C=1C=NN(C1)C1CCC(CC1)(F)F